NC1=C(C(=NC=N1)OC1=CC(=C(C=C1)NC(=O)NC1=CC(=NN1C1=CC=CC=C1)C(C)(C)C)Cl)C#N 1-(4-((6-amino-5-cyanopyrimidin-4-yl)oxy)-2-chlorophenyl)-3-(3-(tert-butyl)-1-phenyl-1H-pyrazol-5-yl)urea